S1C=NC2=C1C=CC(=C2)NC2=C1C(=NC=C2)SC(=C1)C1=CCN(C12CCOCC2)C(=O)OCC2=CC=CC=C2 benzyl 4-(4-(benzo[d]thiazol-5-ylamino) thieno[2,3-b]pyridin-2-yl)-8-oxa-1-azaspiro[4.5]dec-3-ene-1-carboxylate